COC=1C=C(C=CC1)C1/2CCNC(CCC1)\C2=C/C(=O)OCC Ethyl (Z)-2-(5-(3-methoxyphenyl)-2-azabicyclo[3.3.1]nonan-9-ylidene)acetate